CC1=CN=C2N1C=CC(=C2)C(=O)N 3-methylimidazo[1,2-a]pyridine-7-carboxamide